tert-butyl (3-(((bis(benzyloxy)phosphoryl)oxy)methyl)oxetan-3-yl)(methyl)carbamate C(C1=CC=CC=C1)OP(=O)(OCC1=CC=CC=C1)OCC1(COC1)N(C(OC(C)(C)C)=O)C